2-(6-amino-5-(8-(2-(3-(azepan-1-yl)prop-1-yn-1-yl)pyrimidin-4-yl)-3,8-diazabicyclo[3.2.1]octan-3-yl)pyridazin-3-yl)phenol NC1=C(C=C(N=N1)C1=C(C=CC=C1)O)N1CC2CCC(C1)N2C2=NC(=NC=C2)C#CCN2CCCCCC2